OCCC=1N(C2=CC=CC=C2C1)C 2-(2-hydroxyethyl)-1-methyl-1H-indole